C12CC(CCCCCC2CC1)O bicyclo[7.2.0]undecan-3-ol